6-([1,2,4]triazolo[4,3-a]pyridin-7-yl)-5-(1-((1-fluorocyclopentyl)methyl)-1H-pyrazol-4-yl)picolinonitrile N=1N=CN2C1C=C(C=C2)C2=C(C=CC(=N2)C#N)C=2C=NN(C2)CC2(CCCC2)F